trans-1-cyclohexene-4,5-diol C1=CC[C@H]([C@@H](C1)O)O